SCSC(SCSC1SCSC(C1)SCS)CC(SCS)SCS 4-[3,5-bis(mercaptomethylsulfanyl)-7-mercapto-2,6-dithiaheptylsulfanyl]-6-mercaptomethylsulfanyl-1,3-dithiane